N1(CCC1)CC1=CC(=C(C(=C1)C)C=1C=C2C(=CN1)NN=C2C=2C=NN(C2)C)F 5-(4-(azetidin-1-ylmethyl)-2-fluoro-6-methylphenyl)-3-(1-methyl-1H-pyrazol-4-yl)-1H-pyrazolo[3,4-c]pyridine